(R)-N'-((2-cyclopropyl-3-methyl-6,7-dihydro-5H-cyclopenta[b]pyridin-4-yl)carbamoyl)-1-ethyl-4-fluoro-1H-pyrazole-3-sulfonimidamide C1(CC1)C1=C(C(=C2C(=N1)CCC2)NC(=O)N=[S@](=O)(N)C2=NN(C=C2F)CC)C